C12(CC3CC(CC(C1)C3)C2)CN2CCC3(C(C3)CNC=3N=NC(=CC3)N3CCOCC3)CC2 N-[[6-(1-adamantylmethyl)-6-azaspiro[2.5]octan-2-yl]methyl]-6-morpholino-pyridazin-3-amine